N(=[N+]=[N-])CCCCCCNC(C(C1=C(NC2=CC=CC=C12)C1=CC=CC=C1)=O)=O N-(6-azidohexyl)-2-oxo-2-(2-phenyl-1H-indol-3-yl)acetamide